6-cyclopropyl-1-(2,4-dimethoxybenzyl)-5-ethoxy-1,2,3,6-tetrahydropyrazine C1(CC1)C1C(=NCCN1CC1=C(C=C(C=C1)OC)OC)OCC